O[C@@H](C)C1=CC=C(C=N1)C1=CN=C2C(=N1)N(C(CN2)=O)CCC2CCOCC2 (S)-7-(6-(1-hydroxyethyl)pyridin-3-yl)-1-(2-(tetrahydro-2H-pyran-4-yl)ethyl)-3,4-dihydropyrazino[2,3-b]pyrazin-2(1H)-one